CN([C@H](CNC(\C=C\C1=CC=CC2=CC=CC=C12)=O)CC1=CC=C(C=C1)O)C (S,E)-N-(2-(Dimethylamino)-3-(4-hydroxyphenyl)propyl)-3-(naphthalen-1-yl)acrylamide